tert-butyl 2-(3'-(7-chloro-5-(hydroxymethyl)benzo[d]oxazol-2-yl)-2,2'-dimethyl-[1,1-biphenyl]-3-yl)-6,7-dihydrothiazolo[5,4-c]pyridine-5(4H)-carboxylate ClC1=CC(=CC=2N=C(OC21)C=2C(=C(C=CC2)C2=C(C(=CC=C2)C=2SC=1CN(CCC1N2)C(=O)OC(C)(C)C)C)C)CO